C1=CC=CC=2C3=CC=CC=C3C(C12)COC(=O)N[C@@H](CC(=O)OC)C(=O)NC1=C(C=CC=C1)C(C1=CC=C(C=C1)Cl)=O methyl (S)-3-((((9H-fluoren-9-yl)methoxy)carbonyl)amino)-4-((2-(4-chlorobenzoyl)phenyl)amino)-4-oxobutanoate